2,2'-azobis[N-(4-hydroxyphenyl)-2-methylpropionamidine] dihydrochloride Cl.Cl.N(=NC(C(=N)NC1=CC=C(C=C1)O)(C)C)C(C(=N)NC1=CC=C(C=C1)O)(C)C